C1(CC1)CNCC=1C=C2C(N(C=NC2=C(C1)C(F)(F)F)C1=CC(=CC=C1)C1(CC(C1)(C)C)C1=NN=CN1C)=O 6-(((Cyclopropylmethyl)amino)methyl)-3-(3-(3,3-dimethyl-1-(4-methyl-4H-1,2,4-triazol-3-yl)cyclobutyl)phenyl)-8-(trifluoromethyl)quinazolin-4(3H)-one